C(C)[NH+](CC)CC1=CC=C(C=C1)CNC(C1=CN=CC=C1)=O N-ethyl-N-(4-(nicotinamidomethyl)benzyl)ethanaminium